C[Si](NCC)(C)C N-(trimethylsilyl)ethylamine